2,5-dihydro-4-methyl-2,5-dioxo-3-furanpropionic acid CC1=C(C(OC1=O)=O)CCC(=O)O